ClC1=CC=C2CNCCC3C2=C1CCC3 8-Chloro-1,2,3,4,4a,5,6,7-octahydronaphtho[1,8-cd]azepin